ClC1=CC(=C(C(=O)O)C(=C1)OC)OC 4-Chloro-2,6-dimethoxybenzoic acid